methoxydioxyethyl acrylate C(C=C)(=O)OCCOOOC